FC(C1N=C(OC1)C(C)(C)C)(F)F 4-trifluoromethyl-tert-butyl-oxazoline